COC1=CC2=C(N(CCCC2)CC2=CC=C(C(=O)NO)C=C2)C=C1OC 4-((7,8-dimethoxy-2,3,4,5-tetrahydro-1H-benzo[b]azepin-1-yl)methyl)-N-hydroxybenzamide